CN1N=CC(=C1)C=1N=C(C=2N(C1)N=CC2)N2CCC(CC2)CN2C(CN(CC2)C(=O)OC(C)(C)C)=O tert-butyl 4-((1-(6-(1-methyl-1H-pyrazol-4-yl) pyrazolo[1,5-a]pyrazin-4-yl) piperidin-4-yl) methyl)-3-oxopiperazine-1-carboxylate